COC(/C(=N/OC)/C1=C(C(=CC=C1)Cl)CBr)=O (2E)-2-[2-(bromomethyl)-3-chloro-phenyl]-2-methoxyimino-acetic acid methyl ester